C(C)N1C(N(C(C2=CC(=CC=C12)S(=O)(=O)N[C@@]1([C@@H](C1)CC)C)=O)CC)=O |o1:16,17| rel-1,3-diethyl-N-((1S,2R)-2-ethyl-1-methylcyclopropyl)-2,4-dioxo-1,2,3,4-tetrahydroquinazoline-6-sulfonamide